FC=1C=CC(=C(C1)C(C)=O)OC 1-(5-fluoro-2-methoxyphenyl)ethanone